(3,5,6,7-Tetrahydro-1H-2,4-diaza-s-indacen-2-yl)-[1-(2-trifluoromethyl-pyridin-4-yl)-pyrrolidin-3(R)-yl]-methanone C1N(CC2=NC=3CCCC3C=C12)C(=O)[C@H]1CN(CC1)C1=CC(=NC=C1)C(F)(F)F